ClC=1N=C2C(=C(C(N(C2=CC1)C)=O)C#N)N1C[C@@H]([C@@H](CC1)NC1=CC=C(C=C1)F)OC 6-chloro-4-[(3S,4R)-4-(4-fluoroanilino)-3-methoxy-1-piperidinyl]-1-methyl-2-oxo-1,5-naphthyridine-3-carbonitrile